CN1N=CC=C1B(O)O (1-methyl-1H-pyrazole-5-yl)-boronic acid